ClC1=C(C(=CC=C1)Cl)N1N=C(C(=C1)NC1=CC=C(C=C1)C1=NC=NN1C)C(=O)N 1-(2,6-dichlorophenyl)-4-((4-(1-methyl-1H-1,2,4-triazol-5-yl)phenyl)amino)-1H-pyrazole-3-carboxamide